CC=1N=C2N(N=C(C=C2C)C=2N=C3N(C(C2)=O)C=C(C=C3C)N3C[C@H](NCC3)C)C1 (R)-2-(2,8-dimethylimidazo[1,2-b]pyridazin-6-yl)-9-methyl-7-(3-methylpiperazin-1-yl)-4H-pyrido[1,2-a]pyrimidin-4-one